C(C)(C)C=1C(=NNC1C=1C=C(C=2N(C1)N=CN2)OC)C2=NC=C(N=C2)C2CCN(CC2)C(CC)CC 6-(4-isopropyl-3-(5-(1-(pentan-3-yl)piperidin-4-yl)pyrazin-2-yl)-1H-pyrazol-5-yl)-8-methoxy-[1,2,4]triazolo[1,5-a]pyridine